6-chloro-4-(2-(dimethylamino)ethoxy)-N1-(4-(1-methyl-1H-indol-3-yl)pyrimidin-2-yl)benzene-1,3-diamine ClC1=CC(=C(C=C1NC1=NC=CC(=N1)C1=CN(C2=CC=CC=C12)C)N)OCCN(C)C